methyl 2-(4-{2-[(tert-butoxycarbonyl) amino] ethyl} piperazin-1-yl)-2-phenylacetate C(C)(C)(C)OC(=O)NCCN1CCN(CC1)C(C(=O)OC)C1=CC=CC=C1